2-((7-(1-(1-ethoxyethyl)-1H-pyrazol-4-yl)-2-(((S)-1-fluoropropan-2-yl)amino)-[1,2,4]triazolo[1,5-c]pyrimidin-8-yl)oxy)cyclopentan-1-one C(C)OC(C)N1N=CC(=C1)C1=C(C=2N(C=N1)N=C(N2)N[C@H](CF)C)OC2C(CCC2)=O